O=C1N(CC2=CC(=CC=C12)N1CC(C1)=O)N1C(CCCC1=O)=O (1-oxo-5-(3-oxoazetidin-1-yl)isoindol-2-yl)piperidine-2,6-dione